tert-butyl (S)-4-(7-bromo-6-chloro-8-cyclopropoxy-2-(((S)-1-methylpyrrolidin-2-yl)methoxy) quinazolin-4-yl)-3-methylpiperazin-1-carboxylate BrC1=C(C=C2C(=NC(=NC2=C1OC1CC1)OC[C@H]1N(CCC1)C)N1[C@H](CN(CC1)C(=O)OC(C)(C)C)C)Cl